FC(C=1C=CC=2N(N1)C(=CN2)C2=CC(=NC=N2)N2CC(OCC2)C(CC)NS(=O)(=O)C)F N-(1-(4-(6-(6-(Difluoromethyl)imidazo[1,2-b]pyridazin-3-yl)pyrimidin-4-yl)morpholin-2-yl)propyl)methanesulfonamide